5-isopropoxypyridin C(C)(C)OC=1C=CC=NC1